5'-bromo-4'-chloro-1'-((2-(trimethylsilyl)ethoxy)methyl)spiro[cyclohexane-1,3'-pyrrolo[2,3-b]pyridine]-2'(1'H)-one BrC=1C(=C2C(=NC1)N(C(C21CCCCC1)=O)COCC[Si](C)(C)C)Cl